C(C)(C)NC(CN1CCN(CC1)C1=CC(=C2C(=N1)C(=C(S2)C)C(=O)NC)C(F)(F)F)=O (4-(2-(isopropylamino)-2-oxoethyl)piperazin-1-yl)-N,2-dimethyl-7-(trifluoromethyl)thieno[3,2-b]pyridine-3-carboxamide